FC(C(=O)O)(F)F.COCC1(CNC1)N(C)C 3-(methoxymethyl)-N,N-dimethylazetidin-3-amine trifluoroacetate